tertiary butyl peroxyformate C(=O)OOC(C)(C)C